NCCN1C(C(=C(C1=O)C)CC)=O 1-(2-aminoethyl)-3-ethyl-4-methyl-1H-pyrrole-2,5-dione